ClC1=CC=C(S1)CNC1=CC(=NN1C(=O)C1(CCOCC1)C)C1CNCCC1 N-[(5-Chlorothiophen-2-yl)methyl]-1-(4-methyloxan-4-carbonyl)-3-(piperidin-3-yl)-1H-pyrazol-5-amin